BrC1=C(C=C(C=C1F)C=C1CN(C1)C(=O)OC(C)(C)C)F tert-butyl 3-[(4-bromo-3,5-difluoro-phenyl)methylene]azetidine-1-carboxylate